C(CCCCCCCCCCCC=CCCCCCC)(=O)OCCCCCCCCCCCCCCCCCCCCCCCC(C)C 24-methylpentacosyl eicos-13-enoate